BrCCN(C1=C(C=C(C=C1)[N+](=O)[O-])S(=O)(=O)N1CCC(CC1)N(C)C)CCBr 1-((2-(bis(2-bromoethyl)amino)-5-nitrophenyl)sulfonyl)-N,N-dimethylpiperidin-4-amine